N-(2-(tert-pentoxy)ethyl)-3-(pyrrolidinyl)propan-1-amine C(C)(C)(CC)OCCNCCCN1CCCC1